C1(CC\C=C/CCCCCCCCCC1)=O (Z)-cyclopentadec-4-en-1-one